C(=O)O.NCC1(CCN(CC1)C(=O)C1=C(C=C(C=C1)NC(=O)C=1N(C(=CN1)C=1C(=NN(C1)C1C(C1)(F)F)C(F)(F)F)C)Cl)F N-(4-(4-(aminomethyl)-4-fluoropiperidine-1-carbonyl)-3-chlorophenyl)-5-(1-(2,2-difluorocyclopropyl)-3-(trifluoromethyl)-1H-pyrazol-4-yl)-1-methyl-1H-imidazole-2-carboxamide formate